C(C1=CC=CC=C1)OC(CCS(=O)C1=NC(=CC(=N1)C=1C=CC(N(C1)CC1=CC(=C(C=C1)OC)OC)=O)C=1SC=CC1)C1=CC=CC=C1 5-(2-((3-(benzyloxy)-3-phenylpropyl)sulfinyl)-6-(thiophen-2-yl)pyrimidin-4-yl)-1-(3,4-dimethoxybenzyl)pyridin-2(1H)-one